C(C1=CC=CC=C1)OC1=C2C3=C(NC2=CC=C1)C=NC(=C3COC)C(=O)OC(C)C isopropyl 5-(benzyloxy)-4-(methoxymethyl)-9H-pyrido[3,4-b]indole-3-carboxylate